methyl-cyclobutanol CC1(CCC1)O